2-(4-(difluoromethoxy)phenyl)-4,4,5,5-tetramethyl-1,3,2-dioxaborolan FC(OC1=CC=C(C=C1)B1OC(C(O1)(C)C)(C)C)F